CC1(OB(OC1(C)C)C=1C=NN(C1)C1CC(C1)C#N)C 3-(4-(4,4,5,5-tetramethyl-1,3,2-dioxaborolan-2-yl)-1H-pyrazol-1-yl)cyclobutanecarbonitrile